N-(3,5-dimethyl-4-(3-nitro-5-(4,4,5,5-tetramethyl-1,3,2-dioxaborolan-2-yl)phenoxy)phenyl)-2-(dimethylamino)acetamide CC=1C=C(C=C(C1OC1=CC(=CC(=C1)B1OC(C(O1)(C)C)(C)C)[N+](=O)[O-])C)NC(CN(C)C)=O